5-(4-fluorophenyl)-1-(4-azidophenyl)-3-difluoromethyl-1H-pyrazole-4-carbonitrile FC1=CC=C(C=C1)C1=C(C(=NN1C1=CC=C(C=C1)N=[N+]=[N-])C(F)F)C#N